(S)-2-(4-(6-((4-chlorobenzyl)oxy)-5-fluoropyridin-2-yl)-2,3,6-trifluorobenzyl)-1-(4,4-dimethyltetrahydrofuran-3-yl)-4-fluoro-1H-benzo[d]imidazole-6-carboxylic acid ClC1=CC=C(COC2=C(C=CC(=N2)C2=C(C(=C(CC3=NC4=C(N3[C@@H]3COCC3(C)C)C=C(C=C4F)C(=O)O)C(=C2)F)F)F)F)C=C1